bithiazolopyrimidinamine N1=C(SC2=C1C=NC(=N2)N)C=2SC1=C(C=NC=N1)N2